(2-naphthyl)(2,4,6-trimethylphenyl)iodonium hexafluorophosphate F[P-](F)(F)(F)(F)F.C1=C(C=CC2=CC=CC=C12)[I+]C1=C(C=C(C=C1C)C)C